C[C@H](CCCC(C)C)[C@H]1CC[C@@H]2[C@@]1(CC[C@H]3[C@H]2CC=C4[C@@]3(CC[C@@H](C4O)O)C)C P-Hydroxycholesterol